C(C)C=1C(=CC=C2C=C(C=C(C12)C1=CC=C2C(=NC(=NC2=C1F)OC[C@]12[C@H](N(CCC1)C)CCC2)N2CC(CCC2)(O)C(F)(F)F)O)F 1-(7-(8-ethyl-7-fluoro-3-hydroxynaphthalen-1-yl)-8-fluoro-2-(((4aS,7aR)-1-methyloctahydro-4aH-cyclopenta[b]pyridin-4a-yl)methoxy)quinazolin-4-yl)-3-(trifluoromethyl)piperidin-3-ol